2-(3-chlorophenyl)-1H-indole ClC=1C=C(C=CC1)C=1NC2=CC=CC=C2C1